FC1=C(C=C(C=C1)F)C1=CC=C(C(=N1)OC1=C(C=C(C=C1C)C)C)C(=O)NS(=O)(=O)C=1C(NC=CC1)=O 6-(2,5-difluorophenyl)-N-[(2-oxo-1H-pyridin-3-yl)sulfonyl]-2-(2,4,6-trimethylphenoxy)pyridine-3-carboxamide